FC1=C(C(=CC(=C1)F)OCCOC)C1=C2C(=C(N=C1C1=NN3C([C@H](N(CC3)C(=O)OC(C)(C)C)C)=C1)C=1C=C3C=NN(C3=CC1)C)SC=C2 tert-butyl (R)-2-((R)-4-(2,4-difluoro-6-(2-methoxyethoxy)phenyl)-7-(1-methyl-1H-indazol-5-yl)thieno[2,3-c]pyridin-5-yl)-4-methyl-6,7-dihydropyrazolo[1,5-a]pyrazine-5(4H)-carboxylate